(7R)-7,8-Difluoro-N-(2-(methylamino)-4-((4-(trifluoromethyl)benzyl)amino)phenyl)octanamid F[C@H](CCCCCC(=O)NC1=C(C=C(C=C1)NCC1=CC=C(C=C1)C(F)(F)F)NC)CF